NC=1N=C(SC1C(=O)C1=CC=CC=C1)NC1=CC(=C(C=C1)Cl)OC(F)(F)F {4-amino-2-[4-chloro-3-(trifluoromethoxy)anilino]-1,3-thiazol-5-yl}(phenyl)methanone